(S*)-cyclopropyl-3-(3-fluorophenyl)-N7-methyl-2,3-dihydrobenzofuran-5,7-dicarboxamide C1(CC1)[C@@H]1OC2=C(C1C1=CC(=CC=C1)F)C=C(C=C2C(=O)NC)C(=O)N |o1:3|